tert-butyl 4-[1-(2,6-dioxo-3-piperidyl)indolin-4-yl]piperidine-1-carboxylate O=C1NC(CCC1N1CCC2=C(C=CC=C12)C1CCN(CC1)C(=O)OC(C)(C)C)=O